N-propyl-perfluorooctylsulfonyl-ammonia C(CC)N(S(=O)(=O)C(C(C(C(C(C(C(C(F)(F)F)(F)F)(F)F)(F)F)(F)F)(F)F)(F)F)(F)F)F